C1=CC(=C(C=C1S(=O)(=O)C2=CC(=C(C=C2)N)N)N)N 3,3',4,4'-tetraaminodiphenylsulfone